O-(tert-butyldimethylsilyl)-N-(2-morpholinothiazole-4-carbonyl)-L-serine [Si](C)(C)(C(C)(C)C)OC[C@H](NC(=O)C=1N=C(SC1)N1CCOCC1)C(=O)O